1-(7-(3-(4-(trifluoromethyl)phenyl)-1H-pyrazolo[3,4-b]pyridin-1-yl)-2-azaspiro[4.4]nonan-2-yl)-prop-2-en-1-one FC(C1=CC=C(C=C1)C1=NN(C2=NC=CC=C21)C2CC1(CCN(C1)C(C=C)=O)CC2)(F)F